FC=1C=C(C=CC1)CC(=O)NCC1=CC(=NC(=C1)OCC(F)(F)F)N1CCOCC1 2-(3-Fluorophenyl)-N-((2-morpholino-6-(2,2,2-trifluoroethoxy)pyridin-4-yl)methyl)acetamide